C(=O)(O)CNCC=1C(NC(NC1)=O)=O 5-carboxymethylaminomethyl-uracil